ClC1=C(N=NN1C1CC1)CC1N(C(C2=CC=CC=C12)=O)CC1CC2(C1)OC(NC2)=O 2-((1-((5-chloro-1-cyclopropyl-1H-1,2,3-triazol-4-yl)methyl)-3-oxoisoindolin-2-yl)methyl)-5-oxa-7-azaspiro[3.4]octan-6-one